C1(=C(C=CC=C1)C1=C(C(=NN=N1)C1=CC=CC=2SC3=C(C21)C=CC=C3)C3=C(C=CC=C3C3=CC=CC=2C1=CC=CC=C1NC32)C3=CC=CC=C3)C=3C(=CC=CC3)C3=CC=CC=C3 (terphenylyl)(carbazolylbiphenylyl)(dibenzothiophenyl)triazine